3,5-dicarboxyphenyl-boronic acid C(=O)(O)C=1C=C(C=C(C1)C(=O)O)B(O)O